NC1=NC=2C=C(C=CC2C2=C1COC2)CN(C(=O)C=2C=NC(=NC2)C(F)(F)F)C2=CC=CC=1C(CCS(C12)(=O)=O)(F)F N-({4-amino-1H,3H-furo[3,4-c]quinolin-7-yl}methyl)-N-(4,4-difluoro-1,1-di-oxo-3,4-dihydro-2H-1λ6-benzothiopyran-8-yl)-2-(trifluoromethyl)pyrimidine-5-carboxamide